C(C1=CC=CC=C1)N1C(N(SC1=O)CCN1CCNCC1)=O 4-benzyl-2-(2-(piperazin-1-yl)ethyl)-1,2,4-thiadiazolidine-3,5-dione